COC1=C2C=CC=NC2=CC=C1 5-methoxyquinolin